ClC=1C=C(CN2C(N(C=3N=C(N(C3C2=O)C)N[C@H]2C[C@H](CCC2)C(=O)OC)C)=O)C=CC1Cl Cis-methyl 3-(1-(3,4-dichlorobenzyl)-3,7-dimethyl-2,6-dioxo-2,3,6,7-tetrahydro-1H-purin-8-ylamino)cyclohexanecarboxylate